1-amino-3,3-difluorocyclobutane NC1CC(C1)(F)F